NC1=CC(=C(OCCN2CCN(CC2)C(C)=O)C=C1)F 1-(4-(2-(4-amino-2-fluorophenoxy)ethyl)piperazin-1-yl)ethan-1-one